BrC1=CC=C(C=C1)N(CC(=O)OC)C methyl N-(4-bromophenyl)-N-methylglycinate